P(=O)(O)(O)O[C@H]1C[C@@H](O[C@@H]1CO)N1C(=O)N=C(N)C=C1 deoxy cytidine-3'-phosphate